1-(9Z-hexadecenoyl)-2-(5Z,8Z,11Z,14Z-eicosatetraenoyl)-glycero-3-phosphoserine CCCCCC/C=C\CCCCCCCC(=O)OC[C@H](COP(=O)(O)OC[C@@H](C(=O)O)N)OC(=O)CCC/C=C\C/C=C\C/C=C\C/C=C\CCCCC